1-((1-propoxypropane-2-yl)oxy)propan-2-ol C(CC)OCC(C)OCC(C)O